CC=1C=C(C=CC1C)NS(=O)(=O)C1=CC=2C3C(C(NC2C=C1)C1=CC=C(C(=O)O)C=C1)CC=C3 4-[8-[(3,4-dimethylphenyl)sulfamoyl]-3a,4,5,9b-tetrahydro-3H-cyclopenta[c]quinolin-4-yl]benzoic acid